COCC(COC)OC 1,2,3-trimethoxypropane